CC1(N=C(C2=C(N1)N(C=C2)C2=CC=C(C=C2)C)N)N 2-methyl-7-p-tolyl-7H-pyrrolo[2,3-d]pyrimidine-2,4-diamine